dibenzothiophenethioate C1(=CC=CC=2SC3=C(C21)C=CC=C3)C([O-])=S